(S)-8-(3-cyclopropyl-5-(trifluoromethyl)phenyl)-2-(2-(2-methoxy-4-(trifluoromethoxy)phenoxy)acetyl)-1,3,4,12a-tetrahydrobenzo[e]pyrazino[1,2-a][1,4]diazepine-6,12(2H,11H)-dione C1(CC1)C=1C=C(C=C(C1)C(F)(F)F)C1=CC2=C(NC([C@H]3N(C2=O)CCN(C3)C(COC3=C(C=C(C=C3)OC(F)(F)F)OC)=O)=O)C=C1